4-methyl-1,4-dihydrobenzoxazole-2-one CC1C=CC=C2C1=NC(O2)=O